N1CC2(C=3C1=NC=CC3)CCC2 dihydrospiro[cyclobutane-1,3'-pyrrolo[2,3-b]pyridin]